C(C)(C)(C)C1=CC(=NO1)NC(=O)NC1=CC=C(C=C1)N1C=NC2=C1C=CC(=C2)OC(C)C 1-(5-tert-butyl-isoxazol-3-yl)-3-[4-(5-isopropoxy-benzimidazol-1-yl)-phenyl]-urea